N,N-dimethylisobutyl-amine CN(C)CC(C)C